2-[2-[(3R)-1-ethyl-3-piperidyl]pyrazolo[3,4-b]pyridin-6-yl]-3-methyl-5-(trifluoromethyl)phenol C(C)N1C[C@@H](CCC1)N1N=C2N=C(C=CC2=C1)C1=C(C=C(C=C1C)C(F)(F)F)O